N1C=C(C2=CC=CC=C12)C1=NC(=NC=C1C(F)(F)F)NC=1C=C(C(=CC1)N(CC)CCN(C)C)N N4-(4-(1H-indol-3-yl)-5-(trifluoromethyl)pyrimidin-2-yl)-N1-(2-(dimethylamino)ethyl)-N1-ethylbenzene-1,2,4-triamine